(S)-3-(1-aminoethyl)-7-fluoro-2-(5-fluoro-1H-pyrazol-3-yl)isoquinolin-1(2H)-one N[C@@H](C)C=1N(C(C2=CC(=CC=C2C1)F)=O)C1=NNC(=C1)F